1-(4-isopropyl-3,4-dihydroquinoxalin-1(2H)-yl)-3-(piperidin-1-yl)propan-1-one C(C)(C)N1CCN(C2=CC=CC=C12)C(CCN1CCCCC1)=O